ethyl 3-(4-iodo-1H-pyrazol-1-yl)-3-cyclopentylpropionate IC=1C=NN(C1)C(CC(=O)OCC)C1CCCC1